(7S)-2-[[2-(difluoromethoxy)-5-fluorophenyl](hydroxy)methyl]-3-[(1R,3R)-3-(methoxycarbonyl)cyclohexyl]-7-methyl-3H,6H,7H,8H,9H-imidazo[4,5-f]quinoline-6-carboxylic acid methyl ester COC(=O)N1[C@H](CCC2=C3C(=CC=C12)N(C(=N3)C(O)C3=C(C=CC(=C3)F)OC(F)F)[C@H]3C[C@@H](CCC3)C(=O)OC)C